The molecule is a glycosyl alditol consisting of alpha-D-glucopyranose and D-glucitol residues joined in sequence by a (1->6)-glycosidic bond. It is an O-acyl carbohydrate and a glycosyl alditol. It derives from a beta-D-glucose and a D-glucitol. C([C@@H]1[C@H]([C@@H]([C@H]([C@H](O1)OC[C@H]([C@H]([C@@H]([C@H](CO)O)O)O)O)O)O)O)O